fluorovinyl thioether FC=CSC=CF